NC[C@@]1(OC2=C(C1)C(=C(C=C2)Cl)C2=C(C(=NC=C2C(=O)N)OC(F)F)F)C2=CC=CC=C2 4-((2S,4S)-2-(Aminomethyl)-5-chloro-2-phenyl-2,3-dihydrobenzofuran-4-yl)-6-(difluoromethoxy)-5-fluoronicotinamide